C(C)(C)(C)OC(=O)N1S(OC[C@@H]1CCCC)=O (4S)-4-butyl-1,2,3-oxathiazolidine-3-carboxylic acid tert-butyl ester 2-oxide